CC1N(C(=CC=N1)C1=CC=C2C=CN(C2=C1)C)C(C)C1=CC(=CC=C1)C=1C=NN(C1)C 2-methyl-6-(1-methyl-1H-indol-6-yl)-N-{1-[3-(1-methyl-1H-pyrazol-4-yl)phenyl]ethyl}pyrimidin